BrC=1C(=NC(=NC1)NC1=CC(=C(C(=C1)OC)OC)OC)OC1=C(C=C(C=C1)N(C(=O)C1(CC1)C(=O)N)C1=CC=C(C=C1)F)F N-(4-((5-Bromo-2-((3,4,5-trimethoxyphenyl)amino)pyrimidin-4-yl)oxy)-3-fluorophenyl)-N-(4-fluorophenyl)cyclopropane-1,1-dicarboxamide